(2-fluoro-3-methoxy-6-nitrophenyl)propan-2-one FC1=C(C(=CC=C1OC)[N+](=O)[O-])CC(C)=O